m-mentha-1,8(9)-dien-5-ol C1(=CC(CC(C1)O)C(=C)C)C